C(C)(C)(C)OC(=O)N1C[C@@H](N(CC1)C=1C2=C(N=CN1)N(C=C2C(=O)OC(C)(C)C)C2=NC=CC(=C2)Cl)C tert-butyl (S)-4-(4-(tert-butoxycarbonyl)-2-methylpiperazin-1-yl)-7-(4-chloropyridin-2-yl)-7H-pyrrolo[2,3-d]pyrimidine-5-carboxylate